(2R,3S)-3-(1-(4-fluoro-3-trifluoromethylbenzyl)-1H-pyrazol-3-yl)-2-(2,4-difluorophenyl)-1-(1H-tetrazol-1-yl)butan-2-ol FC1=C(C=C(CN2N=C(C=C2)[C@@H]([C@@](CN2N=NN=C2)(O)C2=C(C=C(C=C2)F)F)C)C=C1)C(F)(F)F